CC1=CC=C(C=N1)NC(OCCC1=CC=C(C=C1)C1=C(C=CC=C1)F)=O 2-(2'-fluoro-[1,1'-biphenyl]-4-yl)ethyl (6-methylpyridin-3-yl)carbamate